Ethyl ({2-[bis(propan-2-yl)amino]ethyl} sulfanyl)(methyl)phosphinate CC(C)N(CCSP(OCC)(=O)C)C(C)C